2-chloro-3-(4-(4-(4,6-diphenyl-1,3,5-triazin-2-yl)phenyl)naphthalen-1-yl)quinoxaline ClC1=NC2=CC=CC=C2N=C1C1=CC=C(C2=CC=CC=C12)C1=CC=C(C=C1)C1=NC(=NC(=N1)C1=CC=CC=C1)C1=CC=CC=C1